N-((S)-4-amino-3-hydroxybicyclo[2.2.2]octan-1-yl)-6-chloro-4-oxochroman-2-carboxamide NC12[C@H](CC(CC1)(CC2)NC(=O)C2OC1=CC=C(C=C1C(C2)=O)Cl)O